2-[[4-[4-fluoro-5-isobutyl-2-(2H-tetrazol-5-yl)phenyl]piperazin-1-yl]methyl]-1,3-benzothiazole FC1=CC(=C(C=C1CC(C)C)N1CCN(CC1)CC=1SC2=C(N1)C=CC=C2)C=2N=NNN2